OC(CN1CCC(CC1)CCC)CO 1-(2,3-dihydroxypropyl)-4-propylpiperidine